C1=CC=CC2=C1CNC1=C(O2)C=CC(=C1)C(=O)N 10,11-dihydrodibenzo[b,f][1,4]oxazepine-8-carboxamide